ethyl 3-(3-(6-((2-ethoxy-2-oxoethyl)sulfonyl)-1-(3-(2-fluoro-5-((6-fluoro-4-formyl-1H-indol-5-yl)oxy)phenyl)-1H-pyrazol-1-yl)-5,5-dimethylhexyl)phenyl)propanoate C(C)OC(CS(=O)(=O)CC(CCCC(N1N=C(C=C1)C1=C(C=CC(=C1)OC=1C(=C2C=CNC2=CC1F)C=O)F)C=1C=C(C=CC1)CCC(=O)OCC)(C)C)=O